4-(5-hydroxy-6-methoxybenzo[b]selenophene-2-carbonyl)-2-methylene-4-oxobutanoic acid OC1=CC2=C([Se]C(=C2)C(=O)C(CC(C(=O)O)=C)=O)C=C1OC